(R)-4-(3-(3,5-dimethylphenyl)-5H-pyrrolo[2,3-b]pyrazin-5-yl)-2-(pyrrolidin-3-ylamino)benzoic Acid CC=1C=C(C=C(C1)C)C1=CN=C2C(=N1)N(C=C2)C2=CC(=C(C(=O)O)C=C2)N[C@H]2CNCC2